CC(C(=S)O)CC methylthiobutanoic acid